trimethylsilyl-azane C[Si](C)(C)N